N1=C(SC2=C1C1=C(C=C2)OCC1)N1C(NC2C1CN(CC2)CC)=O 3-(7,8-dihydrofuro[3,2-e][1,3]benzothiazol-2-yl)-5-ethyloctahydro-2H-imidazo[4,5-c]pyridin-2-one